CC1(C(N(C2=CC(=CC=C12)C(=O)[O-])CC1CCN(CC1)C)=O)C 3,3-dimethyl-1-((1-methylpiperidin-4-yl) methyl)-2-oxoindoline-6-carboxylate